C(C)(C)(C)OC(=O)N1[C@@H](COCC1)C=1C=C(C=C2CCN(CC12)C(C(C)(C)O)=O)C=1N=C2C(=NC1)N(C=C2C(C)C)S(=O)(=O)C2=CC=C(C)C=C2 (R)-3-(2-(2-hydroxy-2-methylpropanoyl)-6-(7-isopropyl-5-tosyl-5H-pyrrolo[2,3-b]pyrazin-2-yl)-1,2,3,4-tetrahydroisoquinolin-8-yl)morpholine-4-carboxylic acid tert-butyl ester